S1C(=NC2=C1C=CC=C2)C2=C(SC=1CNCCC12)NC(=O)C1CC(C1)NC(C)C N-(3-(Benzo[d]thiazol-2-yl)-4,5,6,7-tetrahydrothieno[2,3-c]pyridin-2-yl)-3-(isopropylamino)cyclobutane-1-carboxamide